3-bromomethyl-3-ethyl-oxetane BrCC1(COC1)CC